(S)-3-amino-5-phenyl-1H-benzo[e][1,4]diazepine-2(3H)-one N[C@H]1N=C(C2=C(NC1=O)C=CC=C2)C2=CC=CC=C2